CC1=NC=CC(=C1)B1OC(C(O1)(C)C)(C)C 2-methyl-4-(4,4,5,5-tetramethyl-1,3,2-dioxa-borolan-2-yl)pyridine